7-dimethylamino-4-(pyridin-4-yl)coumarin CN(C1=CC=C2C(=CC(OC2=C1)=O)C1=CC=NC=C1)C